3-chloro-2-(2-(1-cyclopropyl-5-fluoro-1H-imidazol-4-yl)-6-fluorophenyl)-N-((3R,6S)-6-(hydroxymethyl)tetrahydro-2H-pyran-3-yl)imidazo[1,2-a]pyridine-7-carboxamide ClC1=C(N=C2N1C=CC(=C2)C(=O)N[C@H]2CO[C@@H](CC2)CO)C2=C(C=CC=C2F)C=2N=CN(C2F)C2CC2